OC(C=1NC(=NN1)C=1C=C(OC2=C(C=3C=CNC3C=C2)C(=O)OC)C=CC1)C1=CC=CC=C1 Methyl 5-(3-(5-(hydroxy(phenyl)methyl)-4H-1,2,4-triazol-3-yl)phenoxy)-1H-indole-4-carboxylate